C(#N)C=1C=C(C=NC1)COC=1C(=C2CCCC2=C(C1)OCC=1C(=C(C=CC1)C1=CC=CC=C1)C)CN1[C@@H](CCCC1)C(=O)O (S)-1-((5-((5-cyanopyridin-3-yl)methoxy)-7-((2-methyl-[1,1'-biphenyl]-3-yl)methoxy)-2,3-dihydro-1H-inden-4-yl)methyl)piperidine-2-carboxylic acid